ClC1=NC(=NC(=N1)C1=C(C=C(C=C1)C)C)C1=C(C=C(C=C1)C)C 2-chloro-4,6-bis(2,4-dimethylphenyl)-1,3,5-triazine